t-nonyl mercaptan CCCCCCC(C)(C)S